CC1=C(C=CC(=C1)CBr)C1=CC=C(C=C1)F methyl-4-(bromomethyl)-4'-fluoro-1,1'-biphenyl